(R)-N-(2-(6-((1-Ethylpiperidin-3-yl)amino)-5-methylpyridazin-3-yl)-5-(trifluoromethyl)phenyl)methanesulfonamide C(C)N1C[C@@H](CCC1)NC1=C(C=C(N=N1)C1=C(C=C(C=C1)C(F)(F)F)NS(=O)(=O)C)C